COC(C(=O)N1C(CCC(C1)C)C=1C=C2C=CN=CC2=CC1)=O 2-(2-(Isoquinolin-6-yl)-5-methylpiperidin-1-yl)-2-oxoacetic acid methyl ester